C1(CC1)CCN(C1=C2CN(C(C2=CC=C1)=O)C1C(NC(CC1)=O)=O)C1CCC(CC1)NCCC1(CC1)C(F)(F)F 3-{4-[(2-cyclopropylethyl)[(1s,4s)-4-({2-[1-(trifluoromethyl)cyclopropyl]ethyl}amino)cyclohexyl]amino]-1-oxo-3H-isoindol-2-yl}piperidine-2,6-dione